N-(3-fluorophenethyl)acetamide (S)-2-((1-(3-benzhydryl-1-methyl-1,2,4-triazol-5-yl)ethyl)carbamoyl)-4-methoxypyridin-3-yl-acetate C(C1=CC=CC=C1)(C1=CC=CC=C1)C1=NN(C(=N1)[C@H](C)NC(=O)C1=NC=CC(=C1CC(=O)O)OC)C.FC=1C=C(CCNC(C)=O)C=CC1